CC1(CCCCC1)C(=O)N 1-methylcyclohexanecarboxamide